C(#N)[C@H](C[C@H]1C(NCC1)=O)NC(=O)[C@@H]1[C@H]2C([C@H]2CN1C(=O)C=1NC2=C(C=C(C=C2C1)F)F)(C)C (1R,2S,5S)-N-((S)-1-cyano-2-((S)-2-oxopyrrolidin-3-yl)ethyl)-3-(5,7-difluoro-1H-indole-2-carbonyl)-6,6-dimethyl-3-azabicyclo[3.1.0]hexane-2-carboxamide